(3-Methyl-5-(4-nitrophenyl)isoxazol-4-yl)methanol CC1=NOC(=C1CO)C1=CC=C(C=C1)[N+](=O)[O-]